NC=1C=C(C=C(C1)C(F)(F)F)[C@@H](C)NC1=NC(=NC2=CC=C(C=C12)Br)C(F)(F)F (R)-N-(1-(3-amino-5-trifluoromethylphenyl)ethyl)-6-bromo-2-trifluoromethylquinazolin-4-amine